5-(2-(quinolin-6-yloxy)ethyl)-1H-indol N1=CC=CC2=CC(=CC=C12)OCCC=1C=C2C=CNC2=CC1